4-(4-(8-((2-(2,6-Dioxopiperidin-3-yl)-1,3-Dioxoisoindolin-4-yl)oxy)octyl)piperazin-1-yl)piperidine-1-carboxylic acid tert-butyl ester C(C)(C)(C)OC(=O)N1CCC(CC1)N1CCN(CC1)CCCCCCCCOC1=C2C(N(C(C2=CC=C1)=O)C1C(NC(CC1)=O)=O)=O